N,N-Didecyl-N,N-dimethyl-ammonium Carbonate C([O-])([O-])=O.C(CCCCCCCCC)[N+](C)(C)CCCCCCCCCC.C(CCCCCCCCC)[N+](CCCCCCCCCC)(C)C